benzyl 6-(furan-2-yl)-3-methyl-4-oxo-4,5,6,7-tetrahydro-1H-indole-2-carboxylate O1C(=CC=C1)C1CC(C=2C(=C(NC2C1)C(=O)OCC1=CC=CC=C1)C)=O